C12CN(CC2C1)C1=NC2=C(C=C(C=C2C(N1C)=O)Cl)[C@@H](C)NC=1C(=NC(=CC1)Cl)C(=O)O 3-(((1R)-1-(2-(3-azabicyclo[3.1.0]hexan-3-yl)-6-chloro-3-methyl-4-oxo-3,4-dihydroquinazolin-8-yl)ethyl)amino)-6-chloropicolinic acid